C(#C)C=1C=C2CO[C@]3(O[C@@H]([C@H]([C@@H]([C@H]3O)O)O)C)C2=CC1CC1=CC=C(C=C1)C (1S,3'R,4'S,5'S,6'R)-5-ethynyl-6'-methyl-6-(4-methylbenzyl)-3',4',5',6'-tetrahydro-3H-spiro[isobenzofuran-1,2'-pyran]-3',4',5'-triol